C(#C)C=1C=C(C=CC1F)NC(=NO)C1=NON=C1NCCNS(=O)(=O)C N-(3-ethynyl-4-fluorophenyl)-N'-hydroxy-4-((2-(methylsulfonylamino)ethyl)amino)-1,2,5-oxadiazol-3-carboxamidine